C1(CC1)CCN(C1=C2CN(C(C2=CC=C1)=O)C1C(NC(CC1)=O)=O)C1CCC(CC1)NCC1(CCC1)C(F)(F)F 3-(4-((2-cyclopropylethyl)((1r,4r)-4-(((1-(trifluoromethyl)cyclobutyl)methyl)amino)cyclohexyl)amino)-1-oxoisoindolin-2-yl)piperidine-2,6-dione